C(C)C(C(=O)O)(CC)NC(NC1=CC=C(C=C1)OCF)=O 2-Ethyl-({[4-(fluoromethoxy)phenyl]carbamoyl}amino)butanoic acid